3-(dimethylamino)propionylhydrazine CN(CCC(=O)NN)C